C(C)(C)(C)OC(=O)N1[C@@H](COCC1)C(NC1(CC1)C1=CC(=C(C=C1)F)C(F)(F)F)=O (S)-3-((1-(4-fluoro-3-(trifluoromethyl)phenyl)cyclopropyl)carbamoyl)morpholine-4-carboxylic acid tert-butyl ester